C(C)NCCCC 4-Ethylaminobutan